FCCCN1C=CC=C1 (S)-1-(3-fluoropropyl)pyrrole